FC(OC1=C(C=CC=C1)CS(=O)(=O)NC1=C(N=CS1)C(=O)O)(F)F 5-((2-(trifluoromethoxy)phenyl)methylsulfonylamino)thiazole-4-carboxylic acid